CC1=C(N=C2N(C1=O)C=C(C=C2[C@@H](C)NC2=C(C(=O)O)C=CC=C2)C)N2CCC1(CC1)CC2 (R)-2-((1-(3,7-dimethyl-4-oxo-2-(6-azaspiro[2.5]octan-6-yl)-4H-pyrido[1,2-a]pyrimidin-9-yl)ethyl)amino)benzoic acid